SCCS 1,2-dimercapto-ethane